N-(3-fluorobenzyl)-4-(1H-indazol-5-yl)-5-(6-methylpyridin-2-yl)-1H-imidazol-2-amine FC=1C=C(CNC=2NC(=C(N2)C=2C=C3C=NNC3=CC2)C2=NC(=CC=C2)C)C=CC1